C(C)(=O)NCCCC(=O)O 4-acetylaminobutyric acid